tert-butyl 2-(3-ethoxy-2-fluoro-3-oxopropanoyl)-2,7-diazaspiro[3.5]nonane-7-carboxylate C(C)OC(C(C(=O)N1CC2(C1)CCN(CC2)C(=O)OC(C)(C)C)F)=O